N-(5,8,11,14-eicosatetraenoyl)-gamma-aminobutyric acid C(CCCC=CCC=CCC=CCC=CCCCCC)(=O)NCCCC(=O)O